3-(3-bromo-5-(difluoromethyl)phenyl)-2-((tert-butoxycarbonyl)amino)propanoic acid BrC=1C=C(C=C(C1)C(F)F)CC(C(=O)O)NC(=O)OC(C)(C)C